(R)-2-(6-Amino-2-(2-methylmorpholino)pyrimidin-4-yl)propan-2-ol NC1=CC(=NC(=N1)N1C[C@H](OCC1)C)C(C)(C)O